butane-1,3-diyl diacetate C(C)(=O)OCCC(C)OC(C)=O